C1(C(CC2C3CCC(C12)C3)CO)CO octahydro-4,7-methano-1H-indendimethanol